3-(7-(1-((6-(7-oxo-2-azaspiro[3.5]nonane-2-yl)pyridin-2-yl)methyl)-1H-1,2,3-triazol-4-yl)-3H-imidazo[4,5-b]pyridin-5-yl)-2-methyl-benzonitrile O=C1CCC2(CN(C2)C2=CC=CC(=N2)CN2N=NC(=C2)C2=C3C(=NC(=C2)C=2C(=C(C#N)C=CC2)C)NC=N3)CC1